dibutylpentanediamide C(CCC)C(CC(=O)N)(CC(=O)N)CCCC